CN1N=C(C(=C1)C1=CC=NC=C1)C1=CC=C(OCC2=NC3=CC=CC=C3C(=C2)NC(N)=O)C=C1 3-[2-[[4-[1-methyl-4-(4-pyridinyl)pyrazol-3-yl]phenoxy]methyl]-4-quinolinyl]urea